NCCNC(OCC1=CC=C(C=C1)NC([C@H](C)NC([C@H](C(C)C)NC(CBr)=O)=O)=O)=O 4-((S)-2-((S)-2-(2-bromoacetamido)-3-methylbutanamido)propanamido)benzyl (2-aminoethyl)carbamate